6-bromo-N'-(2-hydroxybenzylidene)-2-methylquinoline-4-carbohydrazide BrC=1C=C2C(=CC(=NC2=CC1)C)C(=O)NN=CC1=C(C=CC=C1)O